1-{2-[5-(acetamidomethyl)-1,3,4-oxadiazol-2-yl]acetyl}-4-fluoro-N-{phenyl[4-(propan-2-yl)phenyl]methyl}pyrrolidine-2-carboxamide C(C)(=O)NCC1=NN=C(O1)CC(=O)N1C(CC(C1)F)C(=O)NC(C1=CC=C(C=C1)C(C)C)C1=CC=CC=C1